BrC1=CC=CC=2C=3N(C(=NC12)N[C@H]1C(NCCCC1)=O)N=C(N3)C3=CC=C(C=C3)OC (3R)-3-{[7-bromo-2-(4-methoxyphenyl)[1,2,4]triazolo[1,5-c]quinazolin-5-yl]amino}azepan-2-one